Cl.N[C@H]1CNC2=C(N(C1=O)CC1=CC=CC=C1)C=C(C=C2)F (S)-3-Amino-1-benzyl-8-fluoro-1,3,4,5-tetrahydro-2H-benzo[b][1,4]diazepin-2-one hydrochloride